N-[1-(1-(6-chloropyridin-3-yl)ethyl)pyridin-2(1H)-ylidene]-2,2,2-trifluoroacetamide ClC1=CC=C(C=N1)C(C)N1C(C=CC=C1)=NC(C(F)(F)F)=O